ClC1=C(C=NN(C1=O)C)N[C@@H]1C[C@@H](CN(C1)C)C1=CC=C(C(=O)N2CCC3(CC2)CCN(CC3)C3=C(C(=C(C=C3)C3C(NC(CC3)=O)=O)F)F)C=C1 3-[4-[3-[4-[(3R,5R)-5-[(5-chloro-1-methyl-6-oxo-pyridazin-4-yl)amino]-1-methyl-3-piperidyl]benzoyl]-3,9-diazaspiro[5.5]undecan-9-yl]-2,3-difluoro-phenyl]piperidine-2,6-dione